C1(CCC1)N(C(/C=C/S(=O)(=O)NC(NC1=C2CCCC2=CC=2CCCC12)=O)(C)C)C (E)-3-(cyclobutyl-(methyl)amino)-N-((1,2,3,5,6,7-hexahydro-s-indacen-4-yl)carbamoyl)-3-methylbut-1-ene-1-sulfonamide